1-[4-(2,4-Difluoro-benzenesulfonyl)-phenyl]-3-oxazol-5-ylmethyl-urea FC1=C(C=CC(=C1)F)S(=O)(=O)C1=CC=C(C=C1)NC(=O)NCC1=CN=CO1